1'-(1-methyl-1H-pyrazol-5-yl)-1',4'-dihydro-2'H-spiro[cyclopropane-1,3'-quinolin]-2'-one CN1N=CC=C1N1C(C2(CC3=CC=CC=C13)CC2)=O